C(C)[N+](CCCC[N+](C)(C)CC)(C)C tetramethylenebis(ethyldimethylammonium)